C(C)S(=O)(=O)C1=CC=C(C=C1)CC(=O)NC1=CC(=C(C=C1)C1=C(C=CC=C1)NC(\C=C\C)=O)C (E)-N-(4'-(2-(4-(ethylsulfonyl)phenyl)acetamido)-2'-methyl-[1,1'-biphenyl]-2-yl)but-2-enamide